(±)-3-(benzyloxy)-2-fluoro-6-(oxiran-2-yl)pyridine C(C1=CC=CC=C1)OC=1C(=NC(=CC1)[C@H]1OC1)F |r|